(±)-(4R)-2-(6-methyl-5-hepten-2-yl)thiazolidine-4-carboxylic acid CC(=CCCC(C)C1SC[C@H](N1)C(=O)O)C